FC(C1=CC=C(C=C1)[C@@H]1C[C@H](CNC1)CC(=O)OC)(F)F methyl 2-((3S,5S)-5-(4-(trifluoromethyl)phenyl)piperidin-3-yl)acetate